NC1=C(N=CC2=C(C(=CC=C12)F)C=1C(=NC=CC1)Cl)C(=O)NCCC 4-amino-8-(2-chloropyridin-3-yl)-7-fluoro-N-propylisoquinoline-3-carboxamide